tellurium diundecanoate C(CCCCCCCCCC)(=O)[O-].C(CCCCCCCCCC)(=O)[O-].[Te+2]